[C@H](C)(CC)NCC1=C2C(=NC(=C1)C(=O)O)C(=CN2)Cl (S)-7-((sec-butylamino)methyl)-3-chloro-1H-pyrrolo[3,2-b]pyridine-5-carboxylic acid